(3S)-3-[4-(pent-3-yloxy)phenyl]Hex-4-ynoic acid CCC(CC)OC1=CC=C(C=C1)[C@H](CC(=O)O)C#CC